BrC=1C=C2C(CC(C2=CC1)=O)=O 5-bromo-1H-indene-1,3(2H)-dione